COC1=CC(=C(C=C1NC1=NC=CC(=N1)C1=CN(C2=CC=CC=C12)C)NC(OCC[Si](C)(C)C)=O)N(CCN(CCOCCONC)C)C 2-trimethylsilylethyl N-[4-methoxy-5-[[4-(1-methylindol-3-yl)pyrimidin-2-yl]amino]-2-[methyl-[2-[methyl-[2-[2-(methylaminooxy)ethoxy]ethyl]amino] ethyl]amino]phenyl]carbamate